1-(hydrazinocarbonyl)-N-(pyridine-3-yl)pyrrolidine-2-carboxamide N(N)C(=O)N1C(CCC1)C(=O)NC=1C=NC=CC1